C(C=C(C(=O)OCC)CC(=O)OCC)(=O)OCC triethyl aconitate